(Z)-1-(3-(5-(dimethylamino)-2-(trifluoromethyl)phenyl)-4-oxothiazolidin-2-ylidene)-3-(2-methyl-4-(1-(4-(trifluoromethoxy)phenyl)-1H-imidazol-4-yl)phenyl)urea CN(C=1C=CC(=C(C1)N1/C(/SCC1=O)=N/C(=O)NC1=C(C=C(C=C1)C=1N=CN(C1)C1=CC=C(C=C1)OC(F)(F)F)C)C(F)(F)F)C